P(=O)(O)(O)O[C@@H]1[C@@H](O)[C@@H](O)[C@H](O)[C@H](O1)CO alpha-D-mannose 1-phosphate